FC=1C(=NC(=NC1)NC1CCN(CC1)C(C(C)N1CCCCC1)=O)C1=CC(=CC=C1)N1C(C=CC=C1)=O 1-(1-(4-((5-fluoro-4-(3-(2-oxopyridin-1(2H)-yl)phenyl)pyrimidin-2-yl)amino)piperidin-1-yl)-1-oxopropan-2-yl)piperidin